C(C1=CC=CC=C1)OC1=C(N2C(C3=C(C=CC=C13)C1=CC(=CC=C1)Cl)=NC(=N2)C)C(=O)O 6-(benzyloxy)-10-(3-chlorophenyl)-2-methyl-[1,2,4]triazolo[5,1-a]isoquinoline-5-carboxylic acid